COC1(CC1)C(=O)N1CC2=C(C=C(C=C2CC1)C=1C=C2C(=NC1)NC=C2C)[C@H]2N(CCC2)C(=O)OC(C)(C)C (S)-tert-butyl 2-(2-(1-methoxycyclopropanecarbonyl)-6-(3-methyl-1H-pyrrolo[2,3-b]pyridin-5-yl)-1,2,3,4-Tetrahydroisoquinolin-8-yl)pyrrolidine-1-carboxylate